(Z)-N-Benzyl-1-(3-(4-oxo-3-phenyl-3,4-dihydrophthalazin-1-yl)phenyl)methanimine Oxide C(C1=CC=CC=C1)/[N+](=C/C1=CC(=CC=C1)C1=NN(C(C2=CC=CC=C12)=O)C1=CC=CC=C1)/[O-]